NC=1C(=C(C(=C(C1C1=CC(=CC=C1)OC)O)OC)C)OC 6-amino-3,3',5-trimethoxy-4-methyl-[1,1'-biphenyl]-2-ol